tert-Butyl 4-(6-bromo-8-fluoro-4-oxo-3,4-dihydroquinazolin-2-yl)-4-fluoropiperidine-1-carboxylate BrC=1C=C2C(NC(=NC2=C(C1)F)C1(CCN(CC1)C(=O)OC(C)(C)C)F)=O